C1(=CC=CC=C1)C=1NN2C(SC1)=NN=C2CN2C(C1=CC=CC=C1C=N2)=O 2-[(6-Phenyl-5H-[1,2,4]triazolo[3,4-b][1,3,4]thiadiazin-3-yl)methyl]phthalazin-1(2H)-one